COC(=O)C1=CC2=C(C(=CCCC2)C2=CC=C(C=C2)N)C=C1.C(=O)(OC(C)(C)C)C1(N(CCCC1)C(=O)OCC1=CC=CC=C1)CCN Boc-aminoethyl-Cbz-piperidine methyl-9-(4-aminophenyl)-6,7-dihydro-5H-benzo[7]annulene-3-carboxylate